1-fluoro-1-(pentafluorosulfanyl)-methanesulfonyl chloride FC(S(=O)(=O)Cl)S(F)(F)(F)(F)F